1-(1-(2-Ethylbutyl)piperidin-4-yl)-6-isopropyl-5-(8-methoxy-[1,2,4]triazolo[1,5-a]pyridin-6-yl)-1,3-dihydro-2H-benzo[d]imidazol-2-on C(C)C(CN1CCC(CC1)N1C(NC2=C1C=C(C(=C2)C=2C=C(C=1N(C2)N=CN1)OC)C(C)C)=O)CC